OC=1C=C(C=CC1O)/C=C/C(=O)O (2E)-3-(3,4-Dihydroxyphenyl)prop-2-enoic acid